dimethyl({2-[4-({[2-(pyridin-3-yl)-1,3-benzoxazol-5-yl]oxy}methyl)phenoxy]ethyl})amine CN(CCOC1=CC=C(C=C1)COC=1C=CC2=C(N=C(O2)C=2C=NC=CC2)C1)C